NC1=NNC2=C1C(=NC=C2C(=O)NC2CC2)C2=CC=C(C=C2)CNC(C2=C(C=CC(=C2)F)OC)=O 3-amino-N-cyclopropyl-4-(4-((5-fluoro-2-methoxybenzamido)methyl)phenyl)-1H-pyrazolo[4,3-c]pyridine-7-carboxamide